ClC=1C2=C(C(N(C1)C(C)C)=O)C(=CS2)NC2=CC(=NC=C2C(=O)NC([2H])([2H])[2H])NC(=O)C2CC2 4-((7-Chloro-5-isopropyl-4-oxo-4,5-dihydrothieno[3,2-c]pyridin-3-yl)amino)-6-(cyclopropanecarboxamido)-N-(methyl-d3)nicotinamide